2-CHLORO-1-METHYL-1H-PYRROLO[2,3-C]PYRIDINE-3-CARBALDEHYDE ClC1=C(C=2C(=CN=CC2)N1C)C=O